4-phenyl-6-(trifluoromethyl)phthalazin-1(2H)-one C1(=CC=CC=C1)C1=NNC(C2=CC=C(C=C12)C(F)(F)F)=O